2,4,6-tris[2-hydroxy-4-(3-butyloxy-2-hydroxypropoxy)phenyl]-1,3,5-triazine OC1=C(C=CC(=C1)OCC(COCCCC)O)C1=NC(=NC(=N1)C1=C(C=C(C=C1)OCC(COCCCC)O)O)C1=C(C=C(C=C1)OCC(COCCCC)O)O